CN1CC2(C1)CNC(O2)=O 2-methyl-8-oxa-2,6-diazaspiro[3.4]octan-7-one